benzyl (3S,4S)-3-amino-4-fluoro-piperidine-1-carboxylate N[C@H]1CN(CC[C@@H]1F)C(=O)OCC1=CC=CC=C1